C(#N)CCNC(=O)NC1=NC=C(C(=C1)C)C=1C=C2N(N=CC(=C2N[C@@H]2COCC2)C(N)=NC2=C(C=C(C=C2)O)CC)C1 1-(2-cyanoethyl)-3-[5-[3-[N'-(2-ethyl-4-hydroxy-phenyl)carbamimidoyl]-4-[[(3S)-tetrahydrofuran-3-yl]amino]pyrrolo[1,2-b]pyridazin-6-yl]-4-methyl-2-pyridyl]urea